C1CCC12N(CCC2)CC(=O)NC=2C=C(C(=NC2)C)NC(=O)C=2C=NN1C2SC(=C1)C=1C(N(C=CC1)CCF)=O N-(5-(2-(5-azaspiro[3.4]octan-5-yl)acetamido)-2-methylpyridin-3-yl)-2-(1-(2-fluoroethyl)-2-oxo-1,2-dihydropyridin-3-yl)pyrazolo[5,1-b]thiazole-7-carboxamide